4,5-Difluoro-aminobenzaldehyde FC1=CC(=C(C=O)C=C1F)N